NC=1C2=C(C(NN1)=O)N(N=C2C2=CC=C(CNC(C1=C(C=CC(=C1)F)OC)=O)C=C2)[C@@H]2[C@@H](CCC2)F N-(4-(4-amino-1-((1S,2R)-2-fluorocyclopentyl)-7-oxo-6,7-dihydro-1H-pyrazolo[3,4-d]pyridazin-3-yl)benzyl)-5-fluoro-2-methoxybenzamide